2-chloro-N-(4-(2-(4-(ethylsulfonyl)phenyl)acetamido)-2-(isopropylamino)phenyl)acetamide ClCC(=O)NC1=C(C=C(C=C1)NC(CC1=CC=C(C=C1)S(=O)(=O)CC)=O)NC(C)C